O/N=C(\C(C)(C)C)/N (E)-N'-hydroxy-2,2-dimethylpropionamidine